N[C@@H](CCC(=O)OC)C(=O)NC1=C(C=C(C=C1)Cl)C(C1=C(C=CC=C1)F)=O methyl (S)-4-amino-5-((2-fluorobenzoyl-4-chlorophenyl) amino)-5-oxopentanoate